NC1=C(C=NN1C=1C=NC(=CC1C)OC1=C(C=CC=C1F)F)C(=O)C1=CC=2C=C3CCN(CC3=CC2N1)C1COC1 (5-amino-1-{6-[(2,6-difluorophenyl)oxy]-4-methylpyridin-3-yl}pyrazol-4-yl)[7-(oxetan-3-yl)-5,6,7,8-tetrahydro-1H-pyrrolo[3,2-g]isoquinolin-2-yl]methanone